N-((6-(benzofuran-6-ylmethoxy)-5-fluoro-1H-indol-2-yl)methyl)-1-methylcyclopropane-1-carboxamide O1C=CC2=C1C=C(C=C2)COC2=C(C=C1C=C(NC1=C2)CNC(=O)C2(CC2)C)F